benzylidenruthenium C(C1=CC=CC=C1)=[Ru]